(S) or (R)-N'-((1,2,3,5,6,7-hexahydro-s-indacen-4-yl)carbamoyl)-4,5,6,7-tetrahydrothieno[3,2-c]pyridine-2-sulfonimidamide C1CCC2=C(C=3CCCC3C=C12)NC(=O)N=[S@@](=O)(N)C1=CC=2CNCCC2S1 |o1:16|